(R)- or (S)-1,3,7-Trimethyl-10-(trifluoromethyl)-4,5,6,7,8,14-hexahydro-1H-9,13-(azeno)pyrazolo[4,3-l][1,3,7]triazacyclotridecine CN1N=C(C=2CCC[C@H](NC=3C(=CN=C(NC21)N3)C(F)(F)F)C)C |o1:8|